ClC=1C=C(NC2(CCC3(N(C(C4=CC=CC=C34)=O)CCCOC3=CC=CC=C3)CC2)C#N)C=CC1 (1s,4s)-4-(3-Chloroanilino)-3'-oxo-2'-(3-phenoxypropyl)-2',3'-dihydrospiro[cyclohexane-1,1'-isoindole]-4-carbonitrile